bis[9,9-dimethyl-2-(2-quinolinyl)-9H-fluoren-3-yl](2,4-pentanedione) iridium [Ir].CC1(C2=CC=CC=C2C=2C=C(C(=CC12)C1=NC2=CC=CC=C2C=C1)C(C(C)=O)(C(C)=O)C=1C(=CC=2C(C3=CC=CC=C3C2C1)(C)C)C1=NC2=CC=CC=C2C=C1)C